BrC=1C=C2N(N=CC(=C2NC2C3CC4CC(CC2C4)(C3)O)C(N)=NC3=C(C=C(C(=C3)F)O)Cl)C1 6-bromo-N'-(2-chloro-5-fluoro-4-hydroxyphenyl)-4-((5-hydroxyadamantan-2-yl)amino)pyrrolo-[1,2-b]pyridazine-3-carboximidamide